FC1(CC1)C(=O)NC=1SC2=C(N1)C=CC=C2C=2C=C(C=CC2)C2=CC=C(O2)P(O)(O)=O [5-[3-[2-[(1-fluorocyclopropanecarbonyl)amino]-1,3-benzothiazol-7-yl]phenyl]-2-furyl]phosphonic acid